C(#N)C1=C(C(=O)OC)C=CC(=C1)N1CCC(CC1)CC(OC)OC methyl 2-cyano-4-[4-(2,2-dimethoxyethyl)piperidin-1-yl]benzoate